4-((quinolin-4-yloxy)methyl)benzoic acid N1=CC=C(C2=CC=CC=C12)OCC1=CC=C(C(=O)O)C=C1